N-(6-chloro-5-formyl-pyridazin-3-yl)-2,2-dimethyl-propanamide ClC1=C(C=C(N=N1)NC(C(C)(C)C)=O)C=O